COC(C(C(CC1=CC=CC=C1)C)N)=O methyl-2-amino-3-methyl-4-phenylbutyrate